N-(2-hydroxy-3-{1H,2H,3H,4H,9H-pyrido[3,4-b]indol-2-yl}propyl)-4-[(morpholin-4-yl)carbonyl]benzamide OC(CNC(C1=CC=C(C=C1)C(=O)N1CCOCC1)=O)CN1CC=2NC3=CC=CC=C3C2CC1